3-(6-chloro-5-(4'-sulfamoyl-[1,1'-biphenyl]-4-yl)-1H-indazol-3-yl)-propanoic acid ClC1=C(C=C2C(=NNC2=C1)CCC(=O)O)C1=CC=C(C=C1)C1=CC=C(C=C1)S(N)(=O)=O